FC1(CCC2=C(C=CC=C12)[C@@H](C)N[S@](=O)C(C)(C)C)F (R)-N-((R)-1-(1,1-difluoro-2,3-dihydro-1H-inden-4-yl)ethyl)-2-methylpropane-2-sulfinamide